3-amino-1,1-dimethylpropyl disulfide NCCC(C)(C)SSC(CCN)(C)C